tert-Butyl (3R,5S)-4-(2-((6-(2,6-dioxopiperidin-3-yl)pyridin-3-yl)amino)-2-oxoethyl)-3,5-dimethylpiperazine-1-carboxylate O=C1NC(CCC1C1=CC=C(C=N1)NC(CN1[C@@H](CN(C[C@@H]1C)C(=O)OC(C)(C)C)C)=O)=O